2,2'-azo-bis{2-methyl-N-[1,1-bis(hydroxymethyl)ethyl]propionamide} N(=NC(C(=O)NC(C)(CO)CO)(C)C)C(C(=O)NC(C)(CO)CO)(C)C